BrC=1C=C2C=CC(=CC2=CC1)C1=CC2=CC=CC=C2C=C1 6-bromo-2,2'-binaphthalene